(phenylmethyloxy)-4-isopropoxyquinoline-2-carboxylic acid ethyl ester C(C)OC(=O)C1=NC2=CC=CC=C2C(=C1OCC1=CC=CC=C1)OC(C)C